(R)-N-(2-(4-Cyanothiazolidin-3-yl)-2-oxoethyl)-6-(6-(difluoromethyl)-pyridin-3-yl)quinoline-4-carboxamide C(#N)[C@H]1N(CSC1)C(CNC(=O)C1=CC=NC2=CC=C(C=C12)C=1C=NC(=CC1)C(F)F)=O